6-((1S)-1-(2-(3-azabicyclo[3.1.0]hexan-3-yl)ethoxy)ethyl)pyridin C12CN(CC2C1)CCO[C@@H](C)C1=CC=CC=N1